C(C)(=O)C=1C=C(C=NC1N)B(O)O (5-acetyl-6-aminopyridin-3-yl)boronic acid